NC=1C=CC=C2CCCN(C12)C(C)=O 1-(8-amino-3,4-dihydro-quinolin-1(2H)-yl)ethan-1-one